4-amino-1,5-Naphthalenedisulfonate sodium [Na+].NC1=CC=C(C=2C=CC=C(C12)S(=O)(=O)[O-])S(=O)(=O)[O-].[Na+]